ClC=1C=C2C(=C(C=NC2=CC1)C=1OC=CN1)NC1=C(C(=O)O)C=C(C=C1)F 2-[(6-chloro-3-oxazol-2-yl-4-quinolyl)amino]-5-fluoro-benzoic acid